2-phospha-tetradecylboric acid C(PCCCCCCCCCCCC)OB(O)O